C[Si](O[Si](O[Si](C)(C)C)(O[Si](C)(C)C)CCCO)(C)C 3-(1,1,1,5,5,5-hexamethyl-3-((trimethylsilyl)oxy)trisiloxan-3-yl)propan-1-ol